((4R,5R)-1,3-dioxolan-4,5-diyl)bis(methylene)bis(4-chloro-4-oxobutanoic acid) O1CO[C@@H]([C@H]1CC(C(=O)O)CC(=O)Cl)CC(C(=O)O)CC(Cl)=O